4-Cyclopropyl-2-methyl-6-(piperazin-1-yl)benzonitrile hydrochloride Cl.C1(CC1)C1=CC(=C(C#N)C(=C1)N1CCNCC1)C